tert-Butyl (3S,4S)-4-(thiophen-2-yl)-3-(isoquinolin-5-ylcarbamoyl)pyrrolidine-1-carboxylate S1C(=CC=C1)[C@H]1[C@@H](CN(C1)C(=O)OC(C)(C)C)C(NC1=C2C=CN=CC2=CC=C1)=O